S(=O)(=O)(O)O.C1(=CC=CC=C1)OC1=CC=CC=C1 phenylphenyl ether sulfate